3-({4-[({2-[methyl(methylsulfonyl)amino]pyridin-3-yl}methyl)amino]-5-(trifluoromethyl)pyrimidin-2-yl}amino)-N-piperidin-4-ylbenzamide CN(C1=NC=CC=C1CNC1=NC(=NC=C1C(F)(F)F)NC=1C=C(C(=O)NC2CCNCC2)C=CC1)S(=O)(=O)C